(S)-N-(5-(4-chloro-3-fluorophenoxy)-2-methoxyphenyl)-3-methyl-2-oxoimidazolidine-4-carboxamide ClC1=C(C=C(OC=2C=CC(=C(C2)NC(=O)[C@H]2N(C(NC2)=O)C)OC)C=C1)F